2-(2-isopropylphenyl)-9-(4-(3-(piperazin-1-yl)-1H-pyrazol-1-yl)benzyl)-7,9-dihydro-8H-purin-8-one C(C)(C)C1=C(C=CC=C1)C1=NC=C2NC(N(C2=N1)CC1=CC=C(C=C1)N1N=C(C=C1)N1CCNCC1)=O